ClC1=CC(=C(COC=2C(=CC(=C(C2)C2CCN(CC2)CC=2N(C3=C(N2)SC(=C3)C(=O)OCC)CC3=CN=CN3CC)F)F)C=C1)F Ethyl 2-((4-(5-((4-chloro-2-fluorobenzyl) oxy)-2,4-difluorophenyl) piperidin-1-yl) methyl)-1-((1-ethyl-1H-imidazol-5-yl) methyl)-1H-thieno[2,3-d]imidazole-5-carboxylate